N-cyclopentyl-2-oxo-4-(o-tolyl)-2H-chromene-7-carboxamide C1(CCCC1)NC(=O)C1=CC=C2C(=CC(OC2=C1)=O)C1=C(C=CC=C1)C